Bis-(4-ethoxy-4-oxobutan-2-yl)-succinat C(C)OC(CC(C)OC(CCC(=O)OC(C)CC(=O)OCC)=O)=O